ClC1=CC=C(C=C1)CC(C)O 1-(4-chlorophenyl)-2-propanol